C([C@H]([C@H]([C@@H]([C@H]([C@H](C=O)O)O)O)O)O)O Glucoheptose